3-{3-fluoro-4-[(7-oxo-5,6,7,8-tetrahydro-1,8-naphthyridin-4-yl)oxy]-5-vinylphenyl}-1-[5-(trifluoromethyl)-3-pyridinyl]-2,4-imidazolidinedione FC=1C=C(C=C(C1OC1=CC=NC=2NC(CCC12)=O)C=C)N1C(N(CC1=O)C=1C=NC=C(C1)C(F)(F)F)=O